C1(CC1)C(=O)N1C[C@@H](CC1)OC1=CC=C(C=C1)C(=O)C=1C2=C(SC1C1=CC=C(C=C1)O)C=C(C=C2)O (R)-(4-((1-(cyclopropanecarbonyl)pyrrolidin-3-yl)oxy)phenyl)(6-hydroxy-2-(4-hydroxyphenyl)benzo[b]thiophen-3-yl)methanone